C(CC=CCCCCCCCCCCC)O 3-pentadecen-1-ol